FC1=C(C(=CC=C1)C)C(=NO)Cl 2-fluoro-N-hydroxy-6-methylbenzene-1-carboimidoyl chloride